2-ethylbutyl (S)-2-hydroxypropionate O[C@H](C(=O)OCC(CC)CC)C